dipropylene glycol isohexyl methyl ether COCC(OCC(C)OCCCC(C)C)C